C(C)OC(C(=O)N(C)C(CC(=O)OC(C)(C)C)C)=O tert-Butyl 3-(2-ethoxy-N-methyl-2-oxoacetamido)butanoate